ethyl (S)-3-(5-bromo-2-(2-{1-methoxyethyl}pyridin-3-yl)-1H-indol-3-yl)-2,2-dimethylpropanoate BrC=1C=C2C(=C(NC2=CC1)C=1C(=NC=CC1)[C@H](C)OC)CC(C(=O)OCC)(C)C